calcium nitrate hydroxide monohydrate O.[OH-].[N+](=O)([O-])[O-].[Ca+2]